3-((4,4-bis(octyloxy)butanoyl)oxy)-2-(((9Z,12Z)-octadeca-9,12-dienoyloxy)methyl)propyl-3-((dimethylamino)methyl)benzoate C(CCCCCCC)OC(CCC(=O)OCC(COC(C1=CC(=CC=C1)CN(C)C)=O)COC(CCCCCCC\C=C/C\C=C/CCCCC)=O)OCCCCCCCC